(2R,3S)-3-(2-(2-chloro-4-(trifluoromethyl)phenyl)-5,7-dihydroxy-4-oxo-4H-chromen-8-yl)-2-(hydroxymethyl)-1-methylpyrrolidin-1-ium ClC1=C(C=CC(=C1)C(F)(F)F)C=1OC2=C(C(=CC(=C2C(C1)=O)O)O)[C@H]1[C@@H]([NH+](CC1)C)CO